C1(=CC=CC=C1)/C(=C/CCOS(=O)(=O)C1=CC=C(C=C1)C)/C (3E)-4-phenylpent-3-en-1-yl-4-methylbenzene-1-sulfonate